C1(CCCCC1)C(C)OC1=C(C(=O)NC2=C(C=C(C=C2)C)C)C=C(C(=C1)N1N=C(N(C1=O)C)C(C)OC(C)OCC)F 2-(1-cyclohexylethoxy)-N-(2,4-dimethylphenyl)-4-{3-[1-(1-ethoxyethoxy)ethyl]-4-methyl-5-oxo-4,5-dihydro-1H-1,2,4-triazol-1-yl}-5-fluorobenzamide